tert-butyl (5-(1H-imidazol-4-yl)pyridin-2-yl)carbamate N1C=NC(=C1)C=1C=CC(=NC1)NC(OC(C)(C)C)=O